2-(5-chloro-4-fluoro-2-(methylsulfinyl)-8,9-dihydro-10H-7-oxa-1,3,6,10-tetraazacyclohepta[de]naphthalen-10-yl)ethan-1-ol ClC1=C(C=2N=C(N=C3C2C(=N1)OCCN3CCO)S(=O)C)F